C(C)OC(C(C(CC=1C(=NC(=CC1C1=C(C=C(C=C1)F)F)Cl)Cl)C)=O)=O 4-(2,6-dichloro-4-(2,4-difluorophenyl)pyridin-3-yl)-3-methyl-2-oxobutanoic acid ethyl ester